C(C)(C)(C)OC(=O)N[C@@H](CC/C=C/C(=O)OC)C(=O)NC=1C(N(C=CC1)CC(=O)NCC(CC)CC)=O methyl (S,E)-6-(tert-butoxycarbonylamino)-7-(1-(2-(2-ethylbutylamino)-2-oxoethyl)-2-oxo-1,2-dihydro-pyridin-3-ylamino)-7-oxohept-2-enoate